[Zr].[Sn].[Pb] lead-tin-zirconium